3,4-dichloro-2-(2,7-diazaspiro[3.5]nonan-7-yl)phenol ClC=1C(=C(C=CC1Cl)O)N1CCC2(CNC2)CC1